C(C)(C)C=1C(C2=CC=CC(=C2C1)C1=CC=C(C=C1)C(C)(C)C)[Zr] (2-isopropyl-4-(4-tert-butyl-phenyl)-indenyl)zirconium